COC(CCC[C@@H](C)[C@H]1CC[C@]2(C34CC[C@H]5C([C@H](CC[C@@]5(C3(CC[C@]12C)O4)C)O)(C)C)C)=O (5R)-5-[(2S,5S,7S,11R,14R,15R)-5-Hydroxy-2,6,6,11,15-pentamethyl-18-oxapentacyclo[8.7.1.01,10.011,15.02,7]Octadecan-14-yl]hexanoic acid methyl ester